BrC=1C(=C(C#N)C(=CC1)S(=O)(=O)C)C 3-bromo-2-methyl-6-(methylsulfonyl)benzonitrile